N1=C(C=CC=C1)N1C(C2(OCCO2)C2=CC=CC=C12)=O 1-(2-pyridyl)spiro[indole-3,2'-[1,3]dioxolane]-2-one